C[C@@H]([C@H](C)P(C1=CC=CC=C1)C2=CC=CC=C2)P(C3=CC=CC=C3)C4=CC=CC=C4 (2S,3S)-(-)-bis(diphenylphosphino)butane